BrCCCCOC1=CC=NC2=CC(=C(C=C12)[N+](=O)[O-])C 4-(4-Bromobutoxy)-7-methyl-6-nitroquinoline